C(=O)C1CCCC2=CC3=CC=C(C=C3C=C12)NC(C)=O N-(4-formyl-2,3-dihydro-1H-anthracene-6-yl)acetamide